FC=CC(=O)[O-] β-fluoroacrylate